(S)-2-(5-(3-fluoropyrrolidin-1-yl)pyrazin-2-yl)-4-oxo-6,7-dihydrothiazolo[5,4-c]pyridine-5(4H)-carboxylic acid tert-butyl ester C(C)(C)(C)OC(=O)N1C(C2=C(CC1)N=C(S2)C2=NC=C(N=C2)N2C[C@H](CC2)F)=O